[Au]=S.[Ge].[Zn] zinc-germanium-gold sulfide